6-((5-Chloro-3-(2,2-difluoroethoxy)pyridin-2-yl)oxy)-1,7-dimethyl-N-(4-methyl-1,1-dioxidotetrahydro-2H-thiopyran-4-yl)-1H-imidazo[4,5-b]pyridine-2-carboxamide ClC=1C=C(C(=NC1)OC=1C(=C2C(=NC1)N=C(N2C)C(=O)NC2(CCS(CC2)(=O)=O)C)C)OCC(F)F